1-Methylpyrazolo[3,4-c]pyridin-7-ol CN1N=CC=2C1=C(N=CC2)O